1-(cyclopropylazetidin-3-yl)-1H-pyrazole C1(CC1)N1CC(C1)N1N=CC=C1